4-((7-(1-(4-Chlorobenzyl)piperidin-3-yl)-2-methylpyrazolo[1,5-a]pyrimidin-3-yl)methyl)thiomorpholine 1,1-dioxide ClC1=CC=C(CN2CC(CCC2)C2=CC=NC=3N2N=C(C3CN3CCS(CC3)(=O)=O)C)C=C1